COC1=NC=C(C(=N1)OC)C1=CC(=C(N=N1)CO)[C@@H]1[C@H](C1)C(C)C (6-(2,4-Dimethoxypyrimidin-5-yl)-4-((1S,2R)-2-isopropylcyclopropyl)pyridazin-3-yl)methanol